3-chloro-7-iodo-5H-pyrrolo[3,2-b]pyrazine ClC=1N=C2C(=NC1)C(=CN2)I